3-Cyano-N-(1-(1-(2-cyanopropan-2-yl)-1H-pyrazol-4-yl)-1H-indazol-6-yl)-2-isopropylbenzamide C(#N)C=1C(=C(C(=O)NC2=CC=C3C=NN(C3=C2)C=2C=NN(C2)C(C)(C)C#N)C=CC1)C(C)C